ClC1=C(C=CC=C1C1=C(C(=NC=C1)C1=CC=C2C(=NN(C2=C1)C)CN(C)CCO)Cl)C1=CC=C(C(=N1)OC)CNC[C@@H]1CCC(N1)=O (S)-5-((((6-(2-Chloro-3-(3-chloro-2-(3-(((2-hydroxyethyl)(methyl)amino)methyl)-1-methyl-1H-indazol-6-yl)pyridin-4-yl)phenyl)-2-methoxypyridin-3-yl)methyl)amino)methyl)pyrrolidin-2-one